BrC=1C=C(C(=NC1)[N+](=O)[O-])OC(C)C1=C(C=CC(=C1)F)N1N=C(C=C1CC=1C=NN(C1)CC)Cl 5-bromo-3-(1-(2-(3-chloro-5-((1-ethyl-1H-pyrazol-4-yl)methyl)-1H-pyrazol-1-yl)-5-fluorophenyl)ethoxy)-2-nitropyridine